((tert-butyldimethylsilyl)oxy)-6-fluoronaphthalen-2-ol [Si](C)(C)(C(C)(C)C)OC1=C(C=CC2=CC(=CC=C12)F)O